N1=CC(=CC=C1)C1=NC2=CC=CC=C2C(=N1)N[C@H](C(=O)O)CCN(CCOCC(F)(F)F)CCCCC1=NC=2NCCCC2C=C1 (S)-2-((2-(pyridin-3-yl)quinazolin-4-yl)amino)-4-((4-(5,6,7,8-tetrahydro-1,8-naphthyridin-2-yl)butyl)(2-(2,2,2-trifluoroethoxy)ethyl)amino)butanoic acid